Cl.COC(=O)C1CC(C1)N (1S,3S)-3-aminocyclobutane-1-carboxylic acid methyl ester hydrochloride